C(C=C)(=O)N1C[C@@H](N(CC1)C=1C2=C(N(C(N1)=O)C1=C(C=CC=C1)C(C)C)N=C(C(=C2)Cl)C=2C(=NC=CC2)O)C (S)-4-(4-acryloyl-2-methylpiperazin-1-yl)-6-chloro-7-(2-hydroxypyridin-3-yl)-1-(2-isopropylphenyl)pyrido[2,3-d]pyrimidin-2(1H)-one